8-chloro-5-(1,1-dioxidothiomorpholin-4-yl)imidazo[1,5-a]pyridine-1-carboxylate ClC=1C=2N(C(=CC1)N1CCS(CC1)(=O)=O)C=NC2C(=O)[O-]